ClC=1C(=CC2=C(N(C(N=C2N2[C@H](CN(CC2)C(=O)OC(C)(C)C)C)=C=O)C=2C(=NC=CC2SC)C(C)C)N1)F tert-butyl (S)-4-(7-chloro-6-fluoro-1-(2-isopropyl-4-(methylthio) pyridin-3-yl)-2-carbonyl-1,2-dihydropyrido[2,3-d]pyrimidin-4-yl)-3-methylpiperazine-1-carboxylate